N1CC(C1)CN(C1=CC=C(C=C1)O)C 4-[azetidin-3-ylmethyl(methyl)amino]phenol